tert-butyl 2-(3-bromopyridin-4-yl)-3-[(3-chloro-2-methoxyphenyl) amino]-4-oxo-1H,6H,7H-pyrrolo[3,2-c]pyridine-5-carboxylate BrC=1C=NC=CC1C1=C(C=2C(N(CCC2N1)C(=O)OC(C)(C)C)=O)NC1=C(C(=CC=C1)Cl)OC